ClC=1C=C(C=CC1F)[C@H](C1=NC(=CC=C1)C(F)(F)F)C1(N(CCNC1=O)C(=O)N)C ((S)-(3-chloro-4-fluoro-phenyl)(6-(trifluoro-methyl)pyridin-2-yl)methyl)-2-methyl-3-oxopiperazine-1-carboxamide